C123C4C1C4(CC2)C3 tetracyclo[2.2.1.01,3.02,4]heptane